CC=1C=C(C=CC1)C=1OC2=C(C(C1OCC1=CC=CC=C1)=O)C=CC=C2 2-(3-methylphenyl)-3-phenylmethoxy-4H-1-benzopyran-4-one